BrC1=CC(=CC=2CCOC21)OC2=NC=C(C=C2)C(F)(F)F 2-((7-Bromo-2,3-dihydrobenzo-furan-5-yl)oxy)-5-(trifluoro-methyl)pyridine